2,6-difluorobenzyl azide FC1=C(CN=[N+]=[N-])C(=CC=C1)F